2-(3-ethylsulfonyl-2-pyridyl)-3-methyl-5-oxo(oxido)-6-(trifluoromethyl)imidazo[4,5-c]pyridin-5-ium C(C)S(=O)(=O)C=1C(=NC=CC1)C1N=C2C(=C([N+](C(=C2)C(F)(F)F)=O)[O-])N1C